C(C)(=O)N[C@H]1C[C@@H](C[C@@H]1F)C(=O)N[C@@H](C12CCC(CC1)(C2)F)C2=C(C(=CC(=C2F)O)Cl)Cl |r| (±)-(1S,3S,4S)-3-acetamido-N-((S)-(2,3-dichloro-6-fluoro-5-hydroxyphenyl)(4-fluorobicyclo[2.2.1]heptan-1-yl)methyl)-4-fluorocyclopentane-1-carboxamide